C1N(CC2=CC=CC=C12)CCCN1C(C=2NC3=CC=CC=C3C2CC1)C1=CC=CC=C1 2-[3-(isoindolin-2-yl)propyl]-1-phenyl-2,3,4,9-tetrahydro-1H-pyrido[3,4-b]indole